C12N(CC(NC1)CC2)C=2C1=C(N=C(N2)OC([2H])([2H])[C@]23CCCN3C[C@@H](C2)F)C(=C(N=C1)C1=CC(=CC2=CC=C(C(=C12)C#C)F)O)F 4-(4-(2,5-Diazabicyclo[2.2.2]octan-2-yl)-8-fluoro-2-(((2R,7aS)-2-fluorotetrahydro-1H-pyrrolizin-7a(5H)-yl)methoxy-d2)pyrido[4,3-d]pyrimidin-7-yl)-5-ethynyl-6-fluoronaphthalen-2-ol